N-[3-(1-Isobutylpyrazolo[4,3-c]pyridin-6-yl)-1H-pyrazol-4-yl]-7-[(3-methylimidazol-4-yl)methyl]-4,7-diazaspiro[2.5]octane-4-carboxamide C(C(C)C)N1N=CC=2C=NC(=CC21)C2=NNC=C2NC(=O)N2C1(CC1)CN(CC2)CC=2N(C=NC2)C